C(C=C)OC(C(=O)O)C 2-(PROP-2-EN-1-YLOXY)PROPANOIC ACID